1-((tert-butyldiphenylsilyl)oxy)hentriaconta-22,25-dien-13-one [Si](C1=CC=CC=C1)(C1=CC=CC=C1)(C(C)(C)C)OCCCCCCCCCCCCC(CCCCCCCCC=CCC=CCCCCC)=O